tert-butyl 2-[4-(6-methoxynaphthalen-2-yl)-2,6-bis(propan-2-yl)phenyl]acetate COC=1C=C2C=CC(=CC2=CC1)C1=CC(=C(C(=C1)C(C)C)CC(=O)OC(C)(C)C)C(C)C